BrCC1=CC=C(C=C1)C1=C(C(=CC=C1)C1C(NC(CC1)=O)=O)Cl 3-(4'-(bromomethyl)-2-chloro-[1,1'-biphenyl]-3-yl)piperidine-2,6-dione